CC1(OB(OC1(C)C)C1=CC=C(C=C1)N1CCN(CC1)C1=CC=C(C=C1)C(C)(C)O)C 2-(4-(4-(4-(4,4,5,5-tetramethyl-1,3,2-dioxaborolan-2-yl)phenyl)piperazin-1-yl)phenyl)propan-2-ol